[Li+].[Li+].[Li+].[N-3].[Na] sodium lithium nitride